O[C@@H]1CN(CC1)CCNC1=C2CN3[C@@H](C2=CC=C1)CN(C[C@H]3C)C3=C1C=CC=NC1=C(C=C3)C#N 5-[(4R,10bS)-7-[2-[(3S)-3-hydroxypyrrolidin-1-yl]ethylamino]-4-methyl-3,4,6,10b-tetrahydro-1H-pyrazino[2,1-a]isoindol-2-yl]quinoline-8-carbonitrile